OCC(C)(C)NC1=NC(=C(C(=O)N)C=C1)N1CCC2(CC2)CC1 6-((1-hydroxy-2-methylpropan-2-yl)amino)-2-(6-azaspiro[2.5]octan-6-yl)nicotinamide